4-fluoroindolin FC1=C2CCNC2=CC=C1